C(C1=CC=CC=C1)OC1=CC=C2C(=C(C[N+](C2=C1)=O)C(CO)C)C1=CC(=C(C=C1)F)C 2-[7-benzyloxy-4-(4-fluoro-3-methyl-phenyl)-1-oxo-quinolin-1-ium-3-yl]propan-1-ol